C([C@H](C(=O)[O-])O)OP(=O)([O-])[O-] D-3-Phospho-Glyceric Acid